l-N'-[5-chloro-6-[7-methoxy-6-(1,3-oxazol-2-yl)quinolin-4-yl]oxypyridin-3-yl]-1-N-(4-fluorophenyl)cyclopropane-1,1-dicarboxamide ClC=1C=C(C=NC1OC1=CC=NC2=CC(=C(C=C12)C=1OC=CN1)OC)NC(=O)C1(CC1)C(=O)NC1=CC=C(C=C1)F